3-[[4-[(E)-3-(4-Methylsulfanylphenyl)prop-2-enoyl]phenyl]sulfonylamino]propanoic acid CSC1=CC=C(C=C1)/C=C/C(=O)C1=CC=C(C=C1)S(=O)(=O)NCCC(=O)O